ClC1=CC(=NC=C1)N1N=CC(=C1)S(=O)(=O)NC1=C(C=CC2=C1N(N=N2)C)OC 1-(4-CHLOROPYRIDIN-2-YL)-N-(6-METHOXY-1-METHYL-1H-BENZO[D][1,2,3]TRIAZOL-7-YL)-1H-PYRAZOLE-4-SULFONAMIDE